ClC1=C(C(=CC(=C1)[N+](=O)[O-])Cl)C=1C2=CC=C(N2)C(=C2C=CC(C(=C3C=CC(=C(C=4C=CC1N4)C4=C(C=C(C=C4Cl)[N+](=O)[O-])Cl)N3)C3=C(C=C(C=C3Cl)[N+](=O)[O-])Cl)=N2)C2=C(C=C(C=C2Cl)[N+](=O)[O-])Cl 5,10,15,20-tetrakis(2,6-dichloro-4-nitro-phenyl)-porphyrin